3-(1-Phenylpyrazol-4-yl)bicyclo[1.1.1]pentane-1-carboxylic acid C1(=CC=CC=C1)N1N=CC(=C1)C12CC(C1)(C2)C(=O)O